5-{3-fluoro-4-[4-({[4-(trifluoromethyl)pyridin-2-yl]methyl}carbamoyl)-1H-1,2,3-triazol-1-yl]butyl}-N-{[5-(trifluoromethyl)pyridin-2-yl]methyl}-1,3,4-thiadiazole-2-carboxamide FC(CCC1=NN=C(S1)C(=O)NCC1=NC=C(C=C1)C(F)(F)F)CN1N=NC(=C1)C(NCC1=NC=CC(=C1)C(F)(F)F)=O